[1-Cyano-4-methyl-3-[2-(methylamino)-2-oxoethoxy]-6,7-dihydro-5H-cyclopenta[c]pyridin-6-yl]methyl-4-methylbenzenesulfonate C(#N)C1=NC(=C(C2=C1CC(C2)COS(=O)(=O)C2=CC=C(C=C2)C)C)OCC(=O)NC